ClC1=C(C=CC=C1)N1N=C2C(=C1C1=CC=C(C=C1)Cl)OCCCC2NC(=O)C2=CC=NC=C2 N-[2-(2-chlorophenyl)-3-(4-chlorophenyl)-5,6,7,8-tetrahydrooxepino[3,2-c]pyrazol-8-yl]pyridine-4-carboxamide